2'-amino-1,3-dihydro-4'H-spiro[indene-2,5'-[1,3]oxazol]-4'-one NC=1OC2(C(N1)=O)CC1=CC=CC=C1C2